C(C)N1C(N(C(C=2N(C(=NC12)C=1C=NN(C1)CC1=CC(=CC=C1)C(F)(F)F)C(=O)OCC)=O)CCC)=O ethyl 3-ethyl-2,6-dioxo-1-propyl-8-(1-(3-(trifluoromethyl)benzyl)-1H-pyrazol-4-yl)-1,2,3,6-tetrahydro-7H-purine-7-carboxylate